BrC1=CC(=C(C=C1)C1COCCCN1)Cl 3-(4-bromo-2-chloro-phenyl)-1,4-oxazepan